((triisopropylsilyl)ethynyl)hexahydropyridazine-3-carboxylate C(C)(C)[Si](C(C)C)(C(C)C)C#COC(=O)C1NNCCC1